(2S)-3-phenyl-2-[(3,4,5-trihydroxybenzoyl)amino]propionic acid C1(=CC=CC=C1)C[C@@H](C(=O)O)NC(C1=CC(=C(C(=C1)O)O)O)=O